N1CC(CC1)NC(=O)N1CCN(C2=CC=CC=C12)C1CCOCC1 N-(pyrrolidin-3-yl)-4-(tetrahydro-2H-pyran-4-yl)-3,4-dihydroquinoxaline-1(2H)-Carboxamide